N-(3-(2-(4-methylpiperazin-1-yl)propyl)-1,2,4-thiadiazol-5-yl)-5-(3-(trifluoromethyl)phenyl)furan-3-carboxamide CN1CCN(CC1)C(CC1=NSC(=N1)NC(=O)C1=COC(=C1)C1=CC(=CC=C1)C(F)(F)F)C